ClC1=NC(=CC(=C1)C(C=1C=CC(=NC1)C(=O)NCCCNC)(F)F)N1CCN(CC1)S(=O)(=O)C1=CC=C(C=C1)N1C(C[C@H](C1)N)=O 5-[[2-chloro-6-[4-[4-[(4R)-4-amino-2-oxo-pyrrolidin-1-yl]phenyl]sulfonylpiperazin-1-yl]-4-pyridyl]-difluoro-methyl]-N-[3-(methylamino)propyl]pyridine-2-carboxamide